tert-butyl ((3R,4R)-4-fluoro-1-(6-fluoro-1H-imidazo[4,5-b]pyridin-2-yl)piperidin-3-yl)carbamate F[C@H]1[C@@H](CN(CC1)C=1NC=2C(=NC=C(C2)F)N1)NC(OC(C)(C)C)=O